C1(=CC=CC=C1)C=1C=C2C=3C=CC(=CC3N(C2=CC1)C1=NC=CC(=C1)C(C)(C)C1=CC=CC=C1)O 6-phenyl-9-(4-(2-phenylpropan-2-yl)pyridin-2-yl)-9H-carbazol-2-ol